NC=1C(=NC=C(N1)N1CCC(CC1)(C)NC(=O)OC(C)(C)C)SC=1C(=C(C=CC1)NC(CN1CCN(CC1)CCCCCCCCCCC(=O)O)=O)Cl 11-(4-(2-((3-((3-amino-5-(4-((tert-butoxycarbonyl)amino)-4-methylpiperidin-1-yl)pyrazin-2-yl)thio)-2-chlorophenyl)amino)-2-oxoethyl)piperazin-1-yl)undecanoic acid